(1r,4r)-4-(3-Chloroanilino)-2'-(3-hydroxypropyl)-2',3'-dihydrospiro[cyclohexane-1,1'-indene]-4-carboxylic acid methyl ester COC(=O)C1(CCC2(C(CC3=CC=CC=C23)CCCO)CC1)NC1=CC(=CC=C1)Cl